(3Z)-1-iodo-15,15-diethoxy-3-pentadecene ICC\C=C/CCCCCCCCCCC(OCC)OCC